FC=1C=CC2=C(C3C(CO2)C3C(=O)N[C@@H](C(F)(F)F)C3=CC(=NC=C3)OC)C1 exo-6-Fluoro-N-[(1R)-2,2,2-trifluoro-1-(2-methoxypyridin-4-yl)ethyl]-1,1a,2,7b-tetrahydrocyclopropa[c][1]benzopyran-1-carboxamide